2-(8-bromodibenzofuran-1-yl)-4,6-diphenyl-[1,3,5]-triazine BrC=1C=CC2=C(C3=C(O2)C=CC=C3C3=NC(=NC(=N3)C3=CC=CC=C3)C3=CC=CC=C3)C1